CN1CCN(CC1)C1=CC=C(C=C1)C=1C=C2C(=NC1)NN=C2C2=CC=C(CN1CCOCC1)C=C2 4-(4-(5-(4-(4-methylpiperazin-1-yl)phenyl)-1H-pyrazolo[3,4-b]pyridin-3-yl)benzyl)morpholine